2-cyclopentene-1-carboxylate C1(C=CCC1)C(=O)[O-]